(6,6-dioxo-6lambda6-thia-2,5-diazaspiro[3.4]octan-2-yl)-[6-[[2-fluoro-4-(trifluoromethyl)phenyl]methyl]-2-azaspiro[3.3]heptan-2-yl]methanone O=S1(NC2(CN(C2)C(=O)N2CC3(C2)CC(C3)CC3=C(C=C(C=C3)C(F)(F)F)F)CC1)=O